1-[3-(1-hydroxyethyl)-6-[5-[(5-methyl-1,3,4-oxadiazol-2-yl)amino]benzimidazol-1-yl]-2-pyridyl]-5-methyl-pyrazole-3-carbonitrile OC(C)C=1C(=NC(=CC1)N1C=NC2=C1C=CC(=C2)NC=2OC(=NN2)C)N2N=C(C=C2C)C#N